2-(N-acetyl-3,5-difluoroanilino)-N-[(1R)-2,2-dimethylcyclobutyl]-5-methyl-thiazole-4-carboxamide C(C)(=O)N(C1=CC(=CC(=C1)F)F)C=1SC(=C(N1)C(=O)N[C@H]1C(CC1)(C)C)C